Pyrosulfurous acid S(=O)(O)OS(=O)O